(2R,3aS,6S,6aR)-6-((2-amino-3-fluoroquinolin-7-yl)methyl)-2-(2,4-dimethyl-7H-pyrrolo[2,3-d]pyrimidin-7-yl)hexahydro-3aH-cyclopenta[b]furan-3,3a-diol NC1=NC2=CC(=CC=C2C=C1F)C[C@@H]1CC[C@]2([C@@H]1O[C@H](C2O)N2C=CC1=C2N=C(N=C1C)C)O